(2S)-4-benzyl-2-[(benzyloxy)methyl]-5,5-dimethyl-1,4-oxazepane C(C1=CC=CC=C1)N1C[C@H](OCCC1(C)C)COCC1=CC=CC=C1